CO[C@H]1CC[C@H](CC1)NC=1N=CC2=C(N1)NC=C2C2=CC=1N(C=C2)N=CC1C(=O)NC=1C=NC=CC1 5-(2-((cis-4-methoxycyclohexyl)amino)-7H-pyrrolo[2,3-d]pyrimidin-5-yl)-N-(pyridin-3-yl)pyrazolo[1,5-a]pyridine-3-carboxamide